BrC=1N=C(C(=NC1)N)N1CCC(CC1)(F)F 5-bromo-3-(4,4-difluoropiperidin-1-yl)pyrazin-2-amine